ClC=1C=C(NC2=NC=NC3=CC=C(C=C23)[N+](=O)[O-])C=CC1F 4-(3-Chloro-4-fluoroanilino)-6-nitroquinazoline